4-bromo-1-(cyclopropyloxy)-2-nitrobenzene BrC1=CC(=C(C=C1)OC1CC1)[N+](=O)[O-]